[Ag].[Er] Erbium-silver